N-methyl-2-(4-(((1s,3s)-3-(propylsulfonamido)cyclobutyl)amino)-1H-pyrrolo[2,3-b]pyridin-5-yl)thiazole-4-carboxamide CNC(=O)C=1N=C(SC1)C=1C(=C2C(=NC1)NC=C2)NC2CC(C2)NS(=O)(=O)CCC